2-(4-Methoxy-3-nitrophenoxy)-bicyclo[2.2.1]heptane COC1=C(C=C(OC2C3CCC(C2)C3)C=C1)[N+](=O)[O-]